tert-butyl (R)-3-[(7-[((S)-1-methoxypropan-2-yl)carbamoyl]-5-{[2-(trimethylsilyl)ethoxy]methyl}-5H-pyrrolo[2,3-b]pyrazin-2-yl)oxy]pyrrolidine-1-carboxylate COC[C@H](C)NC(=O)C1=CN(C2=NC=C(N=C21)O[C@H]2CN(CC2)C(=O)OC(C)(C)C)COCC[Si](C)(C)C